CN1C(C(NCC1)C1=CC=C(C(=O)[O-])C=C1)=O 4-(4-methyl-3-oxopiperazin-2-yl)benzoate